BrC=1C=C2C(=CN1)NC=C2C(C)C 5-bromo-3-isopropyl-1H-pyrrolo[2,3-c]pyridine